1-(5-bromopyridin-3-yl)-1,4-dihydro-5H-tetrazol-5-one BrC=1C=C(C=NC1)N1N=NNC1=O